zinc-lithium-silver [Ag].[Li].[Zn]